(S)-2-amino-N-(3-((2-(4-methoxyphenyl)quinolin-4-yl)amino)propyl)-N-methylpropanamide N[C@H](C(=O)N(C)CCCNC1=CC(=NC2=CC=CC=C12)C1=CC=C(C=C1)OC)C